CN(C)CCCl The molecule is a tertiary amino compound consisting of one 2-chloroethyl and two methyl groups covalently bound to a nitrogen atom. It is a tertiary amino compound and an organochlorine compound. It is a conjugate base of a 2-dimethylammonioethyl chloride.